1-(5-Amino-3-phenyl-4-(phenylethynyl)-1H-pyrazol-1-yl)-2-methylpropan-2-ol NC1=C(C(=NN1CC(C)(O)C)C1=CC=CC=C1)C#CC1=CC=CC=C1